CN(CCCN(CC(C)O)CC(C)O)C 1-[3-(dimethylamino)propyl-(2-hydroxypropyl)amino]propane-2-ol